1-bromo-5-(cyclopropyldifluoromethyl)-3-fluoro-2-methoxybenzene BrC1=C(C(=CC(=C1)C(F)(F)C1CC1)F)OC